2-{1-[2-(difluoromethyl)-1,3-thiazol-4-yl]-1H-pyrazol-4-yl}propanoic acid FC(C=1SC=C(N1)N1N=CC(=C1)C(C(=O)O)C)F